C(C1=CC=CC=C1)N([C@@H]1C[C@@H](CC1)O)CC1=CC=CC=C1 (1R,3S)-3-(Dibenzylamino)cyclopentan-1-ol